2-(2,6-dioxopiperidin-3-yl)-5-(2,6-diazaspiro[3.3]hept-2-yl)isoindoline-1,3-dione trifluoroacetate salt FC(C(=O)O)(F)F.O=C1NC(CCC1N1C(C2=CC=C(C=C2C1=O)N1CC2(C1)CNC2)=O)=O